CN1CCN(CC1)C(=O)O[C@H]1/C=C/[C@@H]([C@H](OC(C[C@H](CC[C@]1(C)O)O)=O)\C(\C)=C\C=C\[C@H](CO)C)C [(2S,3S,4E,6S,7S,10S)-7,10-dihydroxy-2-[(2E,4E,6R)-7-hydroxy-6-methylhepta-2,4-dien-2-yl]-3,7-dimethyl-12-oxo-1-oxacyclododec-4-en-6-yl] 4-methylpiperazine-1-carboxylate